ClC1=NC(=C(C2=CC=C(C=C12)OC)I)Cl 1,3-dichloro-4-iodo-7-methoxy-isoquinoline